The molecule is a cinnamate ester obtained by the formal condensation of the carboxy group of trans-caffeic acid with 2-methylbutane-1,2,3-triol and in which the hydroxy group at position 4 is replaced by a 2,3,4-trihydroxy-2-methylbutyl]oxy group. Isolated from the whole plants of Evolvulus alsinoides, it exhibits characteristics of an Ayurvedic crude drug. It has a role as a metabolite and a drug. It is a polyol and a cinnamate ester. It derives from a trans-caffeic acid. C[C@](CO)([C@H](COC(=O)/C=C/C1=CC(=C(C=C1)OC[C@](C)([C@@H](CO)O)O)O)O)O